2-bromo-7-iodo-9,9-dimethylfluorene BrC1=CC=2C(C3=CC(=CC=C3C2C=C1)I)(C)C